2-(tert-Butyloxycarbonyl)-N6-(4-(4-iodophenyl)butyryl)-L-lysine C(C)(C)(C)OC(=O)[C@](N)(CCCCNC(CCCC1=CC=C(C=C1)I)=O)C(=O)O